FC1=C(C=CC(=C1)C(C(=O)O)C)C1=CC=CC=C1 (+)-2-(2-fluoro-4-biphenylyl)-propionic acid